N=1C=CN2C1N=CC(=C2)C=2C=CN1N=C(N=CC12)NC(C)C 5-(Imidazo[1,2-a]pyrimidin-6-yl)-N-isopropylpyrrolo[2,1-f][1,2,4]triazin-2-amine